CC1=NN2C(=NC(=C(C2=O)C=2C=NN(C2)CC(C(F)(F)F)(F)F)C(F)(F)F)N1C 2,3-dimethyl-6-[1-(2,2,3,3,3-pentafluoropropyl)-1H-pyrazol-4-yl]-5-(trifluoromethyl)-3H,7H-[1,2,4]-triazolo[1,5-a]pyrimidin-7-one